N-[2-fluoro-4-(oxetan-3-yl)phenyl]-2-[5-(4-fluorophenyl)-3-isopropyl-isoxazol-4-yl]thiazole-4-carboxamide FC1=C(C=CC(=C1)C1COC1)NC(=O)C=1N=C(SC1)C=1C(=NOC1C1=CC=C(C=C1)F)C(C)C